(R)-N-(4-(4-(4-cyanophenyl)-1-(pyrrolidin-3-ylmethyl)-1H-pyrrolo[2,3-c]pyridin-5-yl)phenyl)acetamide C(#N)C1=CC=C(C=C1)C1=C2C(=CN=C1C1=CC=C(C=C1)NC(C)=O)N(C=C2)C[C@H]2CNCC2